C(CCCCCC)C(CCCCC)OC(CCCCC)CCCCCCC 1-heptylhexyl ether